3-(8-(2-(pyridin-4-yl)pyrido[3,4-d]pyrimidin-4-yl)-2,8-diazaspiro[4.5]decan-2-yl)cyclobutane-1-carbonitrile N1=CC=C(C=C1)C=1N=C(C2=C(N1)C=NC=C2)N2CCC1(CCN(C1)C1CC(C1)C#N)CC2